ClC=1C=C(C=CC1)[C@H](C)N1N=C(C=C1C(=O)N[C@@H]1C[C@H](CC1)O)C(=O)NC 1-((S)-1-(3-Chlorophenyl)ethyl)-N5-((trans)-3-hydroxycyclopentyl)-N3-methyl-1H-pyrazole-3,5-dicarboxamide